FC=1C=C(C=CC1F)N1[C@@H](CCCC1=O)C1=NC2=C(N1[C@@H]1CC[C@H](CC1)OC)C=CC(=C2)NS(=O)(=O)C(F)(F)F (2-((S)-1-(3,4-difluorophenyl)-6-oxopiperidin-2-yl)-1-((trans)-4-methoxycyclohexyl)-1H-benzo[d]imidazol-5-yl)trifluoromethanesulfonamide